CC1(OC[C@@H]2[C@H](O1)[C@@H](C([C@]1(O2)OCCC1)O)N1N=NC(=C1)C1=CC(=C(C(=C1)F)F)F)C (2S,4a'R,7R,8'R,8a'R)-2',2'-dimethyl-8'-(4-(3,4,5-trifluorophenyl)-1H-1,2,3-triazol-1-yl)hexahydro-3H,4'H-spiro[furan-2,6'-pyrano[3,2-d][1,3]dioxin]-7'-ol